CC=1C=CC=2C=NC=3N(C4=CC=CC=C4C3)C2N1 methylpyrido[3',2':5,6]pyrimido[1,2-a]indole